(Z)-2-(5-Fluoro-2-methyl-1-(3-((phenylamino)methyl)benzylidene)-1H-inden-3-yl)acetic acid FC=1C=C2C(=C(/C(/C2=CC1)=C/C1=CC(=CC=C1)CNC1=CC=CC=C1)C)CC(=O)O